C/C(/C(C(=O)OCC)C(=O)OCC)=C/C diethyl (Z)-2-methylbut-2-enedicarboxylate